[Fe](Cl)(Cl)Cl.FC1=C(C(=C(C(=C1C=1C2=CC=C(N2)C(=C2C=CC(C(=C3C=CC(=C(C=4C=CC1N4)C4=C(C(=C(C(=C4F)F)F)F)F)N3)C3=C(C(=C(C(=C3F)F)F)F)F)=N2)C2=C(C(=C(C(=C2F)F)F)F)F)F)F)F)F 5,10,15,20-Tetrakis(pentafluorophenyl)-21H,23H-porphyrin iron(III) chloride